6-chloro-2,2-dimethylfuro[3,2-c]pyridin-3(2H)-one ClC1=CC2=C(C=N1)C(C(O2)(C)C)=O